(1S,3R,4S,5R)-3-((5-chloro-4-(4-fluoro-2-((1s,3S)-3-hydroxycyclobutyl)-1-isopropyl-1H-benzo[d]imidazol-6-yl)pyrimidin-2-yl)amino)-6,8-dioxabicyclo[3.2.1]octan-4-ol ClC=1C(=NC(=NC1)N[C@@H]1C[C@H]2CO[C@@H]([C@H]1O)O2)C=2C=C(C1=C(N(C(=N1)C1CC(C1)O)C(C)C)C2)F